1-(3,7-dimethylocta-2,6-dien-1-yl)azepan-2-one CC(=CCN1C(CCCCC1)=O)CCC=C(C)C